CC1=C(C=CC=C1C(F)(F)F)[C@@H](C)NC(=O)C1=CN(C(C=C1NC1CCC12CN(CCC2)C)=O)C2CCOCC2 N-((R)-1-(2-methyl-3-(trifluoromethyl)phenyl)ethyl)-4-((6-methyl-6-azaspiro[3.5]non-1-yl)amino)-6-oxo-1-(tetrahydro-2H-pyran-4-yl)-1,6-dihydropyridine-3-carboxamide